ONC(CCNCCC(=O)NC=1C=C(CNC(CCC(=O)N)=O)C=CC1)=O N4-(3-(3-((3-(hydroxyamino)-3-oxopropyl)amino)-propanamido)benzyl)succinamide